3'-(4-chloro-6-phenyl-1,3,5-triazin-2-yl)-4'-fluoro-[1,1'-biphenyl]-3-carbonitrile ClC1=NC(=NC(=N1)C1=CC=CC=C1)C=1C=C(C=CC1F)C1=CC(=CC=C1)C#N